1-(cyclopropylmethyl)-4-oxo-3-((4-(tert-butyl)phenylpiperazin-1-yl)methyl)-4H-pyrido[1,2-a]pyrimidin-1-ium C1(CC1)C[N+]1=C2N(C(C(=C1)CN1C(CNCC1)C1=CC=C(C=C1)C(C)(C)C)=O)C=CC=C2